tert-butyl 4-[[6-(azepan-1-yl)-1-methyl-pyrazolo[3,4-b]pyridine-3-carbonyl]amino]piperidine-1-carboxylate N1(CCCCCC1)C1=CC=C2C(=N1)N(N=C2C(=O)NC2CCN(CC2)C(=O)OC(C)(C)C)C